2-chloro-4-(2,3-difluorophenyl)-5-methylpyrimidine ClC1=NC=C(C(=N1)C1=C(C(=CC=C1)F)F)C